C(C1=CC=CC=C1)NC1=NC(=C2N(C1=O)[C@@H](CC2)C(=O)O)Cl (S)-3-(benzylamino)-1-chloro-4-oxo-4,6,7,8-tetrahydropyrrolo[1,2-a]pyrazine-6-carboxylic acid